vinyl-disilazane C(=C)[SiH2]N[SiH3]